C(=CCC)[O-] butenolate